2-amino-N-(4-methoxybenzyl)benzamide COC1=CC=C(C=C1)CNC(=O)C2=CC=CC=C2N